N-((6-amino-2,4-dimethylpyridin-3-yl)methyl)-1-((3-chloroquinolin-6-yl)methyl)-3-(methoxymethyl)-1H-pyrazole-4-carboxamide NC1=CC(=C(C(=N1)C)CNC(=O)C=1C(=NN(C1)CC=1C=C2C=C(C=NC2=CC1)Cl)COC)C